C(CCC)[C@H]1C(OC=2C=C(C=C(C2C1C)O)CCCCC)(C)C (3R)-3-Butyl-2,2,4-trimethyl-7-pentyl-3,4-dihydrochromen-5-ol